gluceptate C([C@H]([C@H]([C@@H]([C@H]([C@H](C(=O)O)O)O)O)O)O)O